[N+](=O)([O-])OCCCCCCCCCO 9-nitrooxynonanol